N-(1-{[1-(methoxymethyl)cyclobutyl]methyl}-1H-pyrazol-4-yl)-2-(1H-pyrazol-4-yl)-1,3-thiazole-4-carboxamide COCC1(CCC1)CN1N=CC(=C1)NC(=O)C=1N=C(SC1)C=1C=NNC1